4-[5-(2-aminoethyl)pyrimidin-2-yl]-3-[2-methyl-5-(oxan-4-yl)pyrazol-3-yl]oxybenzonitrile NCCC=1C=NC(=NC1)C1=C(C=C(C#N)C=C1)OC=1N(N=C(C1)C1CCOCC1)C